(R)-7-(benzo[d]thiazole-5-carbonyl)-1,3,7-triazaspiro[4.4]nonane-2,4-dione S1C=NC2=C1C=CC(=C2)C(=O)N2C[C@@]1(C(NC(N1)=O)=O)CC2